C(C)(C)(C)OC(=O)N1CCC(CC1)(C=O)C1=CC=C(C=C1)Cl 4-(4-chlorophenyl)-4-formylpiperidine-1-carboxylic acid tert-butyl ester